4-((5-(benzyloxy)-7-methylchromane-8-carbonyl)oxy)-3-bromo-2-hydroxy-5,6-dimethylbenzoic acid C(C1=CC=CC=C1)OC1=C2CCCOC2=C(C(=C1)C)C(=O)OC1=C(C(=C(C(=O)O)C(=C1C)C)O)Br